OC1CN(CCC1)C(=O)[O-] 3-hydroxypiperidine-1-carboxylate